COC=1C=C(C=CC1OC)C1=C(C=C(C=C1)[N+](=O)[O-])C=1N=NNN1 5-(3',4'-dimethoxy-4-nitro-[1,1'-biphenyl]-2-yl)-2H-tetrazole